ClC1=C2C(NN(C2=CC(=C1)C(=O)O)CC1OCC1)=O 4-chloro-1-((oxetan-2-yl)methyl)-3-oxo-2,3-dihydro-1H-indazole-6-carboxylic acid